NC=1C=NC=CC1S(=O)(=O)N 3-amino-4-pyridinesulfonamide